tert-butyl 3-(5-(3-cyano-6-(2-morpholinylethoxy) pyrazolo[1,5-a]pyridin-4-yl) pyridin-2-yl)-3,6-diazabicyclo[3.1.1]heptane-6-carboxylate C(#N)C=1C=NN2C1C(=CC(=C2)OCCN2CCOCC2)C=2C=CC(=NC2)N2CC1N(C(C2)C1)C(=O)OC(C)(C)C